ClC1=CC=C(OC[C@@H](/C=C/[C@H]2[C@@H](C[C@@H]3OC[C@H](CC[C@@H]32)COCC(=O)OC(C)C)O)O)C=C1 2-Propanyl ({(3R,5aR,6R,7R,8aS)-6-[(1E,3R)-4-(4-chlorophenoxy)-3-hydroxy-1-buten-1-yl]-7-hydroxyoctahydro-2H-cyclopenta[b]oxepin-3-yl}methoxy)acetate